COC=1C=C(CCN)C=C(C1)OC 3,5-dimethoxy-phenethylamine